FC(C1=C(C=CC(=C1)C(F)(F)F)C=1C(N(C(C1)=O)CC1CCOCC1)=O)(F)F 3-(2,4-bis(trifluoromethyl)phenyl)-1-((tetrahydro-2H-pyran-4-yl)methyl)-1H-pyrrole-2,5-dione